(E)-2-(4-chlorophenyl)-1-((4-methoxyphenyl)imino)-5-nitro-1H-indene-3-carbaldehyde ClC1=CC=C(C=C1)C=1/C(/C2=CC=C(C=C2C1C=O)[N+](=O)[O-])=N/C1=CC=C(C=C1)OC